(1s,4s)-2-oxabicyclo[2.1.1]hexan C12OCC(C1)C2